N-{1-methoxy-2-[3-(trifluoromethyl)phenyl]propan-2-yl}carbamic acid tert-butyl ester C(C)(C)(C)OC(NC(COC)(C)C1=CC(=CC=C1)C(F)(F)F)=O